N(=[N+]=[N-])CCC[Si]1(C=2C(=C(C3=C1C=C(C=C3)N(C)C)C3=C(C=CC=C3OC)OC)C=CC(C2)=[N+](C)C)C N-(5-(3-Azidopropyl)-10-(2,6-dimethoxyphenyl)-7-(dimethylamino)-5-methyldibenzo[b,e]silin-3(5H)-ylidene)-N-methylmethanaminium